3-methyl-5-{2-[2-(Naphthalin-1-sulfonamido)phenyl]ethynyl}pyridin CC=1C=NC=C(C1)C#CC1=C(C=CC=C1)NS(=O)(=O)C1=CC=CC2=CC=CC=C12